N-[(2S)-4-{[(2R,4R)-6-chloro-4-hydroxy-3,4-dihydro-2H-1-benzopyran-2-carbonyl]amino}-2-hydroxybicyclo[2.2.2]octan-1-yl]-2-ethyl-1,3-oxazole-5-carboxamide ClC=1C=CC2=C([C@@H](C[C@@H](O2)C(=O)NC23C[C@@H](C(CC2)(CC3)NC(=O)C3=CN=C(O3)CC)O)O)C1